N2-(imidazo[1,5-a]pyridin-8-yl)-N4-methyl-5-(trifluoromethyl)pyrimidine-2,4-diamine C=1N=CN2C1C(=CC=C2)NC2=NC=C(C(=N2)NC)C(F)(F)F